5-chloromethyl-2-oxazolidinone ClCC1CNC(O1)=O